2,5-bis(hexyldithio)-1,3,4-thiadiazole C(CCCCC)SSC=1SC(=NN1)SSCCCCCC